dicyanoamid C(#N)[N-]C#N